1,8-dihydroxy-9,10-anthraquinone OC1=CC=CC=2C(C3=CC=CC(=C3C(C12)=O)O)=O